N1=C(C=CC=C1)CNCC1=C(C=CC=C1)O 2-(((pyridin-2-ylmethyl)amino)methyl)phenol